1-[[4-{6,6-difluoro-3-azabicyclo[3.1.0]hex-3-yl}-2-fluorophenyl]methyl]-1H-pyrazole-4-carboxylic acid FC1(C2CN(CC12)C1=CC(=C(C=C1)CN1N=CC(=C1)C(=O)O)F)F